C(CCC)(=O)NS(=O)(=O)C1=CC=C(O1)C(=O)NC(=O)C12CC(C1)(C2)C=2OC1=C(N2)C=C(C=C1)Cl 5-(butyrylsulfamoyl)-N-[3-(5-chloro-1,3-benzoxazol-2-yl)-1-bicyclo[1.1.1]pentanoyl]furan-2-carboxamide